8-(cyclohexylmethyl)-2-methyl-2H,8H-pyrazolo[3,4-b]Indole-5-carboxylic acid C1(CCCCC1)CN1C=2C(C3=CC(=CC=C13)C(=O)O)=CN(N2)C